[Al].[V].[Mo].[N] nitrogen molybdenum vanadium aluminum